CSC=1N=NC=C(N1)CS(=O)(=O)C 3-methylsulfanyl-5-(methylsulfonylmethyl)-1,2,4-triazine